1,6-bis[3-(3,5-di-tert-butyl-4-hydroxyphenyl)propionamido]hexane C(C)(C)(C)C=1C=C(C=C(C1O)C(C)(C)C)CCC(=O)NCCCCCCNC(CCC1=CC(=C(C(=C1)C(C)(C)C)O)C(C)(C)C)=O